4-(5-(2-phenylpyrimidin-4-yl)-2-(pyridin-4-yl)pyrazolo[1,5-a]pyrimidin-7-yl)morpholine C1(=CC=CC=C1)C1=NC=CC(=N1)C1=NC=2N(C(=C1)N1CCOCC1)N=C(C2)C2=CC=NC=C2